ClC1=C(C(=O)N2COC3=C(C2)C=CC=C3C3=CC(=C(C(=O)O)C=C3F)N3C2COCC3CC2)C(=CC(=C1)N1CC2(C1)OCCCCO2)Cl 4-[3-[2,6-Dichloro-4-(5,10-dioxa-2-azaspiro[3.6]decan-2-yl)benzoyl]-2,4-dihydro-1,3-benzoxazin-8-yl]-5-fluoro-2-(3-oxa-8-azabicyclo[3.2.1]octan-8-yl)benzoic acid